6-hydroxy-4-(5-(6-((6-methoxypyridin-3-yl)methyl)-3,6-diazabicyclo[3.1.1]heptane-3-yl)pyrazin-2-yl)pyrazolo[1,5-a]pyridine-3-carbonitrile OC=1C=C(C=2N(C1)N=CC2C#N)C2=NC=C(N=C2)N2CC1N(C(C2)C1)CC=1C=NC(=CC1)OC